ammonium β-naphthalenesulfinate salt C1=C(C=CC2=CC=CC=C12)S(=O)[O-].[NH4+]